2-(4-(2-((4-(Bis(2-hydroxydodecyl)amino)butyl)disulfaneyl)ethyl)piperazin-1-yl)ethyl 4-(bis((Z)-2-hydroxyoctadec-9-en-1-yl)amino)pentanoate OC(CN(C(CCC(=O)OCCN1CCN(CC1)CCSSCCCCN(CC(CCCCCCCCCC)O)CC(CCCCCCCCCC)O)C)CC(CCCCCC\C=C/CCCCCCCC)O)CCCCCC\C=C/CCCCCCCC